C(C(C)C)C(C(C)C)(P(O)(=O)CCC=NO)CC(C)C diisobutyl-(3-(hydroxyimino)propyl)(isobutyl)phosphinic acid